(1,1-dimethylpentyl)-2-(6-isopropyl-3-methylcyclohex-2-en-1-yl)benzene-1,3-diol CC(CCCC)(C)C1=C(C(=C(C=C1)O)C1C=C(CCC1C(C)C)C)O